C(C1=CC=CC=C1)N(C)CC1=CC(=C(C(=C1)F)S(=O)(=O)NC1=C(C(=CC=C1)C=1N=C(SC1C1=NC(=NC=C1)NC1CCN(CC1)S(=O)(=O)C)C(C)(C)C)F)F 4-((benzyl(methyl)amino)methyl)-N-(3-(2-(tert-butyl)-5-(2-((1-(methylsulfonyl)piperidin-4-yl)amino)pyrimidin-4-yl)thiazol-4-yl)-2-fluorophenyl)-2,6-difluorobenzenesulfonamide